C(C)(C)(C)OC(N(C)C=1C(=NC=C(C1)C(F)(F)F)NC(=S)NC(C=1C=C2C(=CN1)N(C(C2(C)C)=O)C)=N)=O tert-butyl(2-(3-(imino(1,3,3-trimethyl-2-oxo-2,3-dihydro-1H-pyrrolo[2,3-c]pyridin-5-yl)methyl)thioureido)-5-(trifluoromethyl)pyridin-3-yl)(methyl)carbamate